[1,2,4]triazolo[1,5-a]pyridin-6-ylboronic acid N=1C=NN2C1C=CC(=C2)B(O)O